FC1=C(C=CC(=C1)F)C1=NC=NO1 5-(2,4-difluoro-phenyl)-[1,2,4]oxadiazole